(R)-1-chloro-3-(2-chloro-4-(2-(4-((S)-2-hydroxy-3-(5-(hydroxymethyl)-4-iodo-1H-1,2,3-triazol-1-yl)propoxy)phenyl)propan-2-yl)phenoxy)propan-2-ol ClC[C@@H](COC1=C(C=C(C=C1)C(C)(C)C1=CC=C(C=C1)OC[C@H](CN1N=NC(=C1CO)I)O)Cl)O